C(C(C)C)[C@H]1C(N(CCN1)[C@H](C(=O)N1CCC(CC1)CC(=O)N)CCC)=O (1-{(S)-2-[(S)-3-Isobutyl-2-oxo-1-piperazinyl]valeryl}-4-piperidyl)acetamide